CC1(C(N(C(N1CC1=C(C=C(C(=O)NNC(C(F)(F)F)=O)C=C1)F)=O)C1=CC=CC=C1)=O)C 4-((5,5-dimethyl-2,4-dioxo-3-phenylimidazolidin-1-yl)methyl)-3-fluoro-N'-(2,2,2-trifluoroacetyl)benzohydrazide